4-{3-[(1,3-Dimethyl-azetidin-3-yl)-hydroxy-(4-trifluoromethoxy-phenyl)-methyl]-phenyl}-3,6-dihydro-2H-pyridine-1-carboxylic acid tert-butyl ester C(C)(C)(C)OC(=O)N1CCC(=CC1)C1=CC(=CC=C1)C(C1=CC=C(C=C1)OC(F)(F)F)(O)C1(CN(C1)C)C